C1(=CC=CC=C1)C1=NC(=NC(=N1)C1=CC=CC=C1)C1=CC=C(C=C1)C=1C=C2C3(C4=C(C=NC=C4)C2=CC1)C1=CC=CC=C1C=1C=CC=CC13 7'-(4-(4,6-diphenyl-1,3,5-triazin-2-yl)phenyl)spiro[fluorene-9,5'-indeno[1,2-c]pyridine]